C(CCC)OC(=O)C1=CC2=C(C(N(C=C2B2OC(C(O2)(C)C)(C)C)C)=O)N1S(=O)(=O)C1=CC=C(C)C=C1 6-methyl-7-oxo-4-(4,4,5,5-tetramethyl-1,3,2-dioxaborolan-2-yl)-1-p-toluenesulfonyl-6,7-dihydro-1H-pyrrolo[2,3-c]pyridine-2-carboxylic acid butyl ester